6-{5-[(cyclohexylmethyl)-carbamoyl]-6-methoxy-pyridin-3-yl}-N-methyl-1H-indazole-3-carboxamide C1(CCCCC1)CNC(=O)C=1C=C(C=NC1OC)C1=CC=C2C(=NNC2=C1)C(=O)NC